(3S)-tert-butyl 6-(2-(1-(dimethylamino)propan-2-yl)benzo[d]thiazol-5-yl)-3-methyl-3,4-dihydropyridine-1(2H)-carboxylate CN(CC(C)C=1SC2=C(N1)C=C(C=C2)C2=CC[C@@H](CN2C(=O)OC(C)(C)C)C)C